The molecule is a member of the class of naphthoic acids that is 1-naphthoic acid substituted at positions 2, 5 and 7 by hydroxy, methyl and methoxy groups respectively. It has a role as a bacterial metabolite. It is a naphthoic acid, a member of naphthols and a methoxynaphthalene. CC1=CC(=CC2=C1C=CC(=C2C(=O)O)O)OC